((2R,3S,5R)-5-(6-amino-2-fluoro-9H-purin-9-yl)-2-ethynyl-3-hydroxy-tetrahydrofuran-2-yl)methyl 3-(1-adamantyl)propyl carbonate C(OC[C@]1(O[C@H](C[C@@H]1O)N1C2=NC(=NC(=C2N=C1)N)F)C#C)(OCCCC12CC3CC(CC(C1)C3)C2)=O